S1CNC(C1)C(=O)OC1COC(C1O)N1C2=NC=NC(=C2N=C1)N 5-(6-amino-9H-purin-9-yl)-4-hydroxytetrahydrofuran-3-yl thiazolidine-4-carboxylate